(ethyl-1H-pyrazol-4-yl)methanol C(C)N1N=CC(=C1)CO